C(C)(C)(C)C=1C=C(CP(OCC)([O-])=O)C=C(C1O)C(C)(C)C.[Ca+2].C(C)OP([O-])(=O)CC1=CC(=C(C(=C1)C(C)(C)C)O)C(C)(C)C calcium ethyl 3,5-di-tert-butyl-4-hydroxybenzylphosphonate